1-[4-[bromo(4,5-dichloro-2-methoxyphenyl)methyl]piperidin-1-yl]ethan-1-one BrC(C1CCN(CC1)C(C)=O)C1=C(C=C(C(=C1)Cl)Cl)OC